C(C)(C)(C)C1=CC=C(C=C1)C1=NN=CO1 5-(4'-tert-butylphenyl)-1,3,4-oxadiazole